FC1=C(CN(S(=O)(=O)C)CC2=NC=CC=C2)C=CC(=C1)C(=O)NN N-(2-fluoro-4-(hydrazinecarbonyl)benzyl)-N-(pyridin-2-ylmethyl)methanesulfonamide